CC1=NNC(=C1C1=CC(=C(CCN2[C@@H]([C@H]([C@@H]([C@H](C2)O)O)O)CO)C(=C1)F)F)C (2R,3R,4R,5S)-1-(4-(3,5-dimethyl-1H-pyrazol-4-yl)-2,6-difluorophenethyl)-2-(hydroxymethyl)piperidine-3,4,5-triol